2,6-difluoro-4-hydroxybenzonitrile FC1=C(C#N)C(=CC(=C1)O)F